4-methoxy-N-[(1s,4s)-4-{[6-chloro-2-(trifluoromethyl)quinolin-4-yl]amino}cyclohexyl]benzamide COC1=CC=C(C(=O)NC2CCC(CC2)NC2=CC(=NC3=CC=C(C=C23)Cl)C(F)(F)F)C=C1